2-((6-(4-aminopiperidin-1-yl)-3,5-dicyano-4-methoxypyridin-2-yl)thio)-2-phenylacetamide NC1CCN(CC1)C1=C(C(=C(C(=N1)SC(C(=O)N)C1=CC=CC=C1)C#N)OC)C#N